Tribromophenyl (3-ethyl-3-oxetanylmethyl) ether C(C)C1(COC1)COC1=C(C(=C(C=C1)Br)Br)Br